ClC1=CC=C(C=C1)C1=CN(C=2N=CN=C(C21)N)CC2=CN=C(N2)C2=C(C=CC=C2)F 5-(4-chlorophenyl)-7-{[2-(2-fluorophenyl)-1H-imidazol-5-yl]methyl}-7H-pyrrolo[2,3-d]pyrimidin-4-amine